C(C)(C)(C)OC(=O)N[C@H](C(=O)OC(C)(C)C)CC(C(=O)OC)=C 1-(tert-butyl) 5-methyl (S)-2-((tert-butoxycarbonyl)amino)-4-methylenepentanedioate